4-[1-(4-methoxy-3-nitrophenyl)cyclopropyl]1,2,3-thiadiazole COC1=C(C=C(C=C1)C1(CC1)C=1N=NSC1)[N+](=O)[O-]